CN(C)CC1=C(C#N)C=CC=C1 2-((dimethylamino)methyl)benzonitrile